C1(=CC=CC=C1)C1=NC2=C(C(O1)(C1=CC=C(C=C1)OC)C1=CC=C(C=C1)N(CC)CC)C=C(C(=C2)N(C)C)C 2-phenyl-4-(4-diethylaminophenyl)-4-(4-methoxyphenyl)-6-methyl-7-dimethylamino-3,1-benzoxazine